NC(C(=O)O)CCCCNC(C(F)(F)F)=O 2-amino-6-(trifluoroacetamido)caproic acid